N-cyclopentyl-4-(4-isopropylphenyl)-4H-benzo[f]pyrrolo[1,2-a][1,4]diazepine-5(6H)-carboxamide C1(CCCC1)NC(=O)N1C(C=2N(C3=C(C1)C=CC=C3)C=CC2)C2=CC=C(C=C2)C(C)C